C(#N)C[C@H]1CN(CCN1)C1=CC(=NC(=N1)OCC=1C=NN(C1)C)C(=O)NC1=CC(=CC2=CC=CC=C12)O 6-[(3S)-3-(cyanomethyl)piperazin-1-yl]-N-(3-hydroxy-1-naphthyl)-2-[(1-methylpyrazol-4-yl)methoxy]pyrimidine-4-carboxamide